FC(S(=O)(=O)OC1=C(C(=C(C=C1)C1=C2N(N=C1)CCC2)F)F)(F)F [4-(5,6-dihydro-4H-pyrrolo[1,2-b]pyrazol-3-yl)-2,3-difluoro-phenyl] trifluoromethanesulfonate